arachidyl chloride C(CCCCCCCCCCCCCCCCCCC)Cl